C(=C)C=1C=C(C=C(C1)C=C)C1=CC=C(C=C1)C=C 3,4',5-Trivinyl-1,1'-biphenyl